3-(3-((1s,3R)-3-Methyl-1-(4-methyl-4H-1,2,4-triazol-3-yl)cyclobutyl)phenyl)-6-(((S)-3-methyl-piperidin-1-yl)methyl)-8-(trifluoromethyl)quinazolin-4(3H)-one CC1CC(C1)(C1=NN=CN1C)C=1C=C(C=CC1)N1C=NC2=C(C=C(C=C2C1=O)CN1C[C@H](CCC1)C)C(F)(F)F